C1(CC1)S(=O)(=O)N1C2=C(C=C1C(=O)OCC)C=CS2 ethyl 6-(cyclopropylsulfonyl)-6H-thieno[2,3-b]pyrrole-5-carboxylate